1-((3S,4R)-4-fluoro-3-(2-(isoxazol-4-ylamino)-5-methyl-7H-pyrrolo[2,3-d]pyrimidin-4-ylamino)piperidin-1-yl)prop-2-en-1-one F[C@H]1[C@H](CN(CC1)C(C=C)=O)NC=1C2=C(N=C(N1)NC=1C=NOC1)NC=C2C